C(C1=CC=CC=C1)OCC[C@@H](CCC)OC1=NN2C(C(=N1)N(CC1=C(C=C(C=C1)OC)OC)CC1=C(C=C(C=C1)OC)OC)=NC=C2C(C=2C=C(OCCN(C(OC(C)(C)C)=O)C)C=CC2)O |o1:10| tert-butyl (2-(3-((2-(((R or S)-1-(benzyloxy)hexan-3-yl)oxy)-4-(bis(2,4-dimethoxybenzyl)amino)imidazo[2,1-f][1,2,4]triazin-7-yl)(hydroxy)methyl)phenoxy) ethyl)(methyl)carbamate